[1-[4-[Methyl(tetrahydropyran-4-yl)amino]-5-oxido-6,7-dihydrothieno[3,2-d]pyrimidin-5-ium-2-yl]azetidin-3-yl]-2-methylthiazol-5-carboxylat CN(C=1C2=C(N=C(N1)N1CC(C1)OC(=O)C1=CN=C(S1)C)CC[S+]2[O-])C2CCOCC2